2,4-dihydro-5-methyl-3H-pyrazol CC=1CCNN1